C12CC(CCC2C1)N(C(=O)[C@H]1N(CCC1)S(=O)(=O)C1=CC=C(C=C1)OC)CC1=CC2=C(CCO2)C=C1 (2S)-N-(bicyclo[4.1.0]heptan-3-yl)-N-((2,3-dihydrobenzofuran-6-yl)methyl)-1-((4-methoxyphenyl)sulfonyl)pyrrolidine-2-carboxamide